ClC=1C=C(C#N)C=C(C1)OC1=C(N=CN(C1=O)CC1=NNC(C(=C1)C1=CC=C(C=C1)F)=O)C(F)(F)F 3-chloro-5-((1-((5-(4-fluorophenyl)-6-oxo-1,6-dihydropyridazin-3-yl)methyl)-6-oxo-4-(trifluoromethyl)-1,6-dihydropyrimidin-5-yl)oxy)benzonitrile